ClC1=NSC(=C1)C(=O)NC(C(=O)O)\C=C\C(C)(C)C (E)-2-(3-chloro-5-isothiazolylcarbonylamino)-5,5-dimethyl-3-hexenoic acid